NC=1C=2N(C3=CC(=C(C=C3N1)F)C(=O)N(C)[C@@H]1COC3=C1C=CC(=C3)I)C=NC2 4-amino-7-fluoro-N-[(3S)-6-iodo-2,3-dihydrobenzofuran-3-yl]-N-methyl-imidazo[1,5-a]quinoxaline-8-carboxamide